5-(hydroxymethyl)-4-iodo-1-methyl-pyrazole-3-carboxylic acid methyl ester COC(=O)C1=NN(C(=C1I)CO)C